C(CCCC)C1CC=C(CC1)B(O)O 4-PENTYLCYCLOHEX-1-ENYLBORONIC ACID